methyl 1-(1-acryloylpyrrolidin-3-yl)-3-(4-(trifluoromethyl) phenyl)-1H-indazole-7-carboxylate C(C=C)(=O)N1CC(CC1)N1N=C(C2=CC=CC(=C12)C(=O)OC)C1=CC=C(C=C1)C(F)(F)F